6-(1-((1r,4r)-4-aminocyclohexyl)-5-methyl-1H-pyrazol-4-yl)-4-((3-fluoropyridin-2-yl)thio)pyrazolo[1,5-a]pyridine-3-carbonitrile NC1CCC(CC1)N1N=CC(=C1C)C=1C=C(C=2N(C1)N=CC2C#N)SC2=NC=CC=C2F